propyl-lysine C(CC)N[C@@H](CCCCN)C(=O)O